(Z)-1-(4-amino-2-fluorobut-2-en-1-yl)-4-(3-(N,N-diethylsulfamoyl)phenyl)-1H-benzo[d][1,2,3]triazole-6-carboxylic acid methyl ester COC(=O)C=1C=C(C2=C(N(N=N2)C/C(=C/CN)/F)C1)C1=CC(=CC=C1)S(N(CC)CC)(=O)=O